FC(C(C(C(S(=O)(=O)[O-])(F)F)(F)F)(F)F)(F)F.COC=1C=C2C=CC(=CC2=CC1)C(=O)C1=CC=C(C=C1)[S+](C)C {4-(6-methoxynaphthalene-2-ylcarbonyl)phenyl}dimethylsulfonium nonafluorobutanesulfonate